(3R,5R)-3-butyl-3-ethyl-2,3,4,5-tetrahydro-5-phenyl-1,4-benzothiazepine-7,8-diol 1,1-dioxide C(CCC)[C@@]1(CS(C2=C([C@H](N1)C1=CC=CC=C1)C=C(C(=C2)O)O)(=O)=O)CC